10,10'-bis(carboxymethoxy)-9,9'-biphenanthryl C(=O)(O)COC1=C(C2=CC=CC=C2C=2C=CC=CC12)C=1C2=CC=CC=C2C=2C=CC=CC2C1OCC(=O)O